BrCCOC[C@H]1CN(CCC1)C(=O)OC(C)(C)C tert-Butyl (R)-3-((2-bromoethoxy)methyl)piperidine-1-carboxylate